N-(2-carboxyethyl)-glycine C(=O)(O)CCNCC(=O)O